(1S,3S)-3-((5-amino-2-(1H-pyrazol-5-yl)thieno[3,2-b]pyridin-7-yl)amino)cyclopentanol NC1=CC(=C2C(=N1)C=C(S2)C2=CC=NN2)N[C@@H]2C[C@H](CC2)O